C(C)(C)(C)OC(=O)N1CCN(CC1)CC1=CC=C2C(=NC(=NN21)Cl)NC=2N=CN(C2)C2=CC(=C(C(=C2)OC)OC)OC 4-((2-chloro-4-((1-(3,4,5-trimethoxyphenyl)-1H-imidazol-4-yl)amino)pyrrolo[2,1-f][1,2,4]triazin-7-yl)methyl)piperazine-1-carboxylic acid tert-butyl ester